C(C)(=O)NC1=CC=C(C(=O)[O-])C=C1 4-Acetamido-Benzoate